ClC=1C=CC=2N(C1)C(=C(N2)C2=NC=1C(=NC=C(C1)C(F)(F)F)N2C)S(=O)(=O)CC (6-chloro-3-ethylsulfonyl-imidazo[1,2-a]pyridin-2-yl)-3-methyl-6-(trifluoromethyl)imidazo[4,5-B]pyridine